2-[(2-acetoxy)ethoxy]benzamide C(C)(=O)OCCOC1=C(C(=O)N)C=CC=C1